ClC=1C=CC(=C(C(=O)N[C@H](C(C(=O)NC)=O)C[C@H]2C(N[C@@H](C2)C)=O)C1)NC(=O)C1CC(CCC1)(F)F 5-chloro-2-[(3,3-difluorocyclohexanecarbonyl)amino]-N-[(1S)-3-(methylamino)-1-[[(3S,5R)-5-methyl-2-oxo-pyrrolidin-3-yl]methyl]-2,3-dioxo-propyl]benzamide